tert-butyl (3S)-3-(2-methoxyethenyl)piperidine-1-carboxylate COC=C[C@H]1CN(CCC1)C(=O)OC(C)(C)C